FC(C(C(F)(F)F)(C(F)(F)F)SC)(F)F methyl (perfluoro-tert-butyl) sulfide